tert-butyl 8-[2-[(1s,3s)-3-(benzyloxy) cyclobutoxy] pyridin-4-yl]-3,8-diazabicyclo[3.2.1]octane-3-carboxylate C(C1=CC=CC=C1)OC1CC(C1)OC1=NC=CC(=C1)N1C2CN(CC1CC2)C(=O)OC(C)(C)C